N-[(1S)-3-[4-(tert-butoxycarbonyl)phenoxy]-1-isopropyl-2-oxo-propyl]carbamic acid tert-butyl ester C(C)(C)(C)OC(N[C@H](C(COC1=CC=C(C=C1)C(=O)OC(C)(C)C)=O)C(C)C)=O